C(#N)C1=CC(=C(C=C1OC1=C(C=C(C=C1Cl)N1N=C(C(NC1=O)=O)C(F)F)Cl)S(=O)(=O)NC1CC(C1)O)OC 4-cyano-5-[2,6-dichloro-4-[6-(difluoromethyl)-3,5-dioxo-1,2,4-triazin-2-yl]phenoxy]-N-(3-hydroxycyclobutyl)-2-methoxy-benzenesulfonamide